(4-(2-fluorophenyl)-6-(isopropylamino)-1,3,5-triazin-2-ylamino)picolinonitrile FC1=C(C=CC=C1)C1=NC(=NC(=N1)NC(C)C)NC=1C(=NC=CC1)C#N